CN(CCCOC1=CC=C(CNC2=CC(=C(C=C2)S(=O)(=O)NC(C2=C(C=CC=C2)OC=2C=C3C(=NC2)NC=C3)=O)[N+](=O)[O-])C=C1)C N-{[4-({4-[3-(dimethylamino)propoxy]benzyl}amino)-nitrophenyl]sulfonyl}-2-(1H-pyrrolo[2,3-b]pyridin-5-yloxy)benzamide